(7-(1-(tert-Butyl)-1H-pyrazol-3-yl)-2-azaspiro[3.5]nonan-2-yl)((1s,3s)-3-hydroxy-3-methylcyclobutyl)methanon C(C)(C)(C)N1N=C(C=C1)C1CCC2(CN(C2)C(=O)C2CC(C2)(C)O)CC1